CC1=NOC(=C1)CC(=O)NC1=NNC(=C1)[C@H]1C[C@H](CC1)OC=1C=NC=CC1 2-(3-methylisoxazol-5-yl)-N-(5-((1R,3S)-3-(pyridin-3-yloxy)cyclopentyl)-1H-pyrazol-3-yl)acetamide